2-Amino-N-{1-[8-chloro-5-(3-fluorophenyl)-3-methylimidazo[1,5-a]pyridin-6-yl]ethyl}pyrazolo[1,5-a]pyrimidine-3-carboxamide NC1=NN2C(N=CC=C2)=C1C(=O)NC(C)C=1C=C(C=2N(C1C1=CC(=CC=C1)F)C(=NC2)C)Cl